ethyl 15-chloro-9-(methoxymethyl)-2,4,8,10,11-pentaazatetracyclo[11.4.0.02,6.08,12]heptadeca-1(17),3,5,9,11,13,15-heptaene-5-carboxylate ClC=1C=C2C3=NN=C(N3CC3=C(N=CN3C2=CC1)C(=O)OCC)COC